N-cyclopropyl-3-{1-[6-(1-hydroxyethyl)imidazo[1,2-a]pyridin-3-yl]-1H-imidazol-4-yl}-4-methylbenzamide C1(CC1)NC(C1=CC(=C(C=C1)C)C=1N=CN(C1)C1=CN=C2N1C=C(C=C2)C(C)O)=O